3-[5-(4-chlorophenyl)-1-tetrahydropyran-2-yl-6-tetrahydropyran-4-yl-pyrazolo[4,3-g]Isoquinolin-8-yl]Oxocyclobutanecarboxylic acid ClC1=CC=C(C=C1)C1=C(N=C(C2=CC3=C(C=C12)C=NN3C3OCCCC3)C3C(C(C3)C(=O)O)=O)C3CCOCC3